octadecyl-2-iodoacetophenone C(CCCCCCCCCCCCCCCCC)C(C(=O)C1=CC=CC=C1)I